C[Si](C1CC2CCC1C2)(OCC)C 6-dimethylethoxysilylnorbornane